C1(CC1)[C@H](C(C)(C)O)N1C(C2=C(C=C(C=C2C1)F)C1=C(C=C(C=C1)C=1OC(=NN1)C)F)=O (R)-2-(1-cyclopropyl-2-hydroxy-2-methylpropyl)-5-fluoro-7-(2-fluoro-4-(5-methyl-1,3,4-oxadiazol-2-yl)phenyl)isoindolin-1-one